C(CCC)[Sn](CCCC)(CCCC)CN(C(OC(C)(C)C)=O)CCNC(C1=CC=CC=C1)(C1=CC=CC=C1)C1=CC=CC=C1 tert-butyl ((tributylstannyl)methyl)(2-(tritylamino)ethyl)carbamate